COC1=NC=NC(=C1CN[C@@H]1[C@H](CCCC1)O[Si](C)(C)C)OC (1S,2S)-N-((4,6-dimethoxypyrimidin-5-yl)methyl)-2-((trimethylsilyl)oxy)cyclohexan-1-amine